C(#N)CC1=CC=C(NC2=NC(=CC(=N2)NCCNC([C@H](C)NC)=O)NC2=NNC(=C2)C2CCC2)C=C1 (2S)-N-[2-[[2-[4-(cyanomethyl)anilino]-6-[(5-cyclobutyl-1H-pyrazol-3-yl)amino]pyrimidin-4-yl]amino]ethyl]-2-(methyl-amino)propanamide